2,4-dihydroxy-5-isopropyl-N-(2-(morpholinomethyl)phenyl)-N-propylbenzamide OC1=C(C(=O)N(CCC)C2=C(C=CC=C2)CN2CCOCC2)C=C(C(=C1)O)C(C)C